NC1=CC=C(C=C1)C1(CC(C2=CC(=CC=C12)N)(C)C)C 1-(4-Aminophenyl)-1,3,3-trimethylindan-5-amin